S1C2=C(C(=C1)N1CC(C1)CO)C=CC=C2 (1-(benzo[b]thiophen-3-yl)azetidin-3-yl)methanol